3,3,3-trifluoro-2-hydroxy-2-methyl-1-(6-(3-Methyl-1H-pyrrolo[2,3-b]pyridin-5-yl)-8-((S)-pyrrolidin-2-yl)-3,4-dihydroisoquinoline-2(1H)-yl)propan-1-one FC(C(C(=O)N1CC2=C(C=C(C=C2CC1)C=1C=C2C(=NC1)NC=C2C)[C@H]2NCCC2)(C)O)(F)F